2,3-dimethoxy-5-methyl-1,4-benzoquinone COC=1C(C=C(C(C1OC)=O)C)=O